trans-benzyl (4-((cyclopropylmethyl)(4-fluorophenyl)amino)cyclohexyl)carbamate C1(CC1)CN([C@@H]1CC[C@H](CC1)NC(OCC1=CC=CC=C1)=O)C1=CC=C(C=C1)F